(S)-(2-(3-fluoropyrrolidin-1-yl)thiazol-5-yl)(8-oxa-2-azaspiro[4.5]decan-2-yl)methanone F[C@@H]1CN(CC1)C=1SC(=CN1)C(=O)N1CC2(CC1)CCOCC2